N-(3-hydroxypropyl)-N-(2-methoxyphenyl)acetamide OCCCN(C(C)=O)C1=C(C=CC=C1)OC